CS(=O)(=O)C1=CC=C(C(=N1)NC1=NNC2=CC(=CC=C12)[C@@H]1C[C@@]12C(NC1=CC=C(C=C21)OC)=O)OC (1R,2S)-2-(3-{[6-(methanesulfonyl)-3-methoxypyridin-2-yl]amino}-1H-indazol-6-yl)-5'-methoxyspiro[cyclopropane-1,3'-indol]-2'(1'H)-one